methyltri-n-decylammonium bis(trifluoromethylsulfonyl)imide [N-](S(=O)(=O)C(F)(F)F)S(=O)(=O)C(F)(F)F.C[N+](CCCCCCCCCC)(CCCCCCCCCC)CCCCCCCCCC